Tert-Butyl (2S)-2-{[(2S)-1-Amino-3-{3'-[(Methylsulfonyl)Oxy]Biphenyl-4-yl}-1-Oxopropan-2-yl]Carbamoyl}-1,4-Oxazepane-4-Carboxylate NC([C@H](CC1=CC=C(C=C1)C1=CC(=CC=C1)OS(=O)(=O)C)NC(=O)[C@H]1OCCCN(C1)C(=O)OC(C)(C)C)=O